7-((7-hydroxy-2,2-diphenylbenzo[d][1,3]dioxole-5-carbonyl)oxy)-2,2-diphenylbenzo[d][1,3]dioxole-5-carboxylic acid OC1=CC(=CC2=C1OC(O2)(C2=CC=CC=C2)C2=CC=CC=C2)C(=O)OC2=CC(=CC1=C2OC(O1)(C1=CC=CC=C1)C1=CC=CC=C1)C(=O)O